propyltrifluoromethanesulfonic acid C(CC)OS(=O)(=O)C(F)(F)F